CS(=O)(=O)OC1C[C@@H]2[C@@H](CN(C2)C(=O)OC(C)(C)C)C1 t-butyl (3aR,5r,6aS)-5-(methanesulfonyloxy)-octahydrocyclopenta[c]pyrrole-2-carboxylate